(R)-1-(2-(5-((1-(cyclopropylmethyl)-3-methyl-1H-pyrazol-4-yl)methyl)-3-methoxy-1H-pyrazol-1-yl)-5-fluorophenyl)ethan-1-ol C1(CC1)CN1N=C(C(=C1)CC1=CC(=NN1C1=C(C=C(C=C1)F)[C@@H](C)O)OC)C